BrC=1C=C2CCC(C2=C(C1)OC)=O 5-bromo-7-methoxy-2,3-dihydro-1H-inden-1-one